N-(9-fluorenylmethoxycarbonyl)-O-tert-butyltyrosine C1=CC=CC=2C3=CC=CC=C3C(C12)COC(=O)N[C@@H](CC1=CC=C(C=C1)OC(C)(C)C)C(=O)O